BrC1=CC=C2C(=N1)C=C(N2)C(=O)N(C)[C@@H]2COCC=1NC(C=3C=C(C(=CC3C12)F)F)=O (S)-5-Bromo-N-(8,9-difluoro-6-oxo-1,4,5,6-tetrahydro-2H-pyrano[3,4-c]isoquinolin-1-yl)-N-methyl-1H-pyrrolo[3,2-b]pyridine-2-carboxamide